OCCCCCCN(C(=O)C1=C[C@H]([C@H]([C@@H](C1)OCCC(=O)O)OCCC(=O)O)OCCC(=O)O)C 3,3',3''-(((1R,2S,3R)-5-((6-hydroxyhexyl)(methyl)carbamoyl)cyclohex-4-ene-1,2,3-triyl)tris(oxy))tripropionic acid